O[C@@H]1[C@H](O[C@H]([C@@]12CCS2)N2C(NC(C=C2)=O)=O)CO 1-((4R,5R,7R,8R)-8-hydroxy-7-(hydroxymethyl)-6-oxa-1-thiaspiro[3.4]oct-5-yl)pyrimidine-2,4(1H,3H)-dione